1-((2',6-bis(difluoromethyl)-[2,4'-bipyridyl]-5-yl)oxy)-2,4-dimethylpent-4-en-2-amine FC(C1=NC=CC(=C1)C1=NC(=C(C=C1)OCC(CC(=C)C)(N)C)C(F)F)F